potassium (S)-((4-(tert-butoxycarbonyl)-3-ethylpiperazin-1-yl)methyl)trifluoroborate C(C)(C)(C)OC(=O)N1[C@H](CN(CC1)C[B-](F)(F)F)CC.[K+]